C1(=CC=C(C=C1)N(C1=CC=2C(C3=CC=CC=C3C2C=C1)(C)C)C1=CC=C(C=C1)B1OC(C(O1)(C)C)(C)C)C1=CC=CC=C1 N-{[1,1'-biphenyl]-4-yl}-9,9-dimethyl-N-[4-(4,4,5,5-tetramethyl-1,3,2-dioxaborolan-2-yl)phenyl]-9H-fluorene-2-amine